tert-butyl 2-(hydroxymethyl)-3-isopropyl-piperidine-1-carboxylate OCC1N(CCCC1C(C)C)C(=O)OC(C)(C)C